COC=1C(=NC(=CC1)C1(CCOCC1)C)S(=O)(=O)NC(=O)C1=NC2=CC=CC(=C2C=C1)C1=NC=CC=C1 N-((3-methoxy-6-(4-methyltetrahydro-2H-pyran-4-yl)pyridin-2-yl)sulfonyl)-5-(pyridin-2-yl)quinoline-2-carboxamide